2,3,4-trihydroxybenzoyl-glycine OC1=C(C(=O)NCC(=O)O)C=CC(=C1O)O